FC1=CC=C(CC2=CC3=C(OC[C@@H](N3)C)N=C2NC(OC(C)(C)C)=O)C=C1 tert-butyl (S)-(7-(4-fluorobenzyl)-2-methyl-2,3-dihydro-1H-pyrido[2,3-b][1,4]oxazin-6-yl)carbamate